CO[C@H]1[C@H](CNC1)NC(=O)OC(C1=CC=C(C=C1)OC)C1=C2C(=NN1CC)CCOC2 (2-ethyl-2,4,6,7-tetrahydropyrano[4,3-c]pyrazol-3-yl)(4-methoxyphenyl)methanol ((3S,4R)-4-methoxypyrrolidin-3-yl)carbamate